n-butyltrichlorosilane C(CCC)[Si](Cl)(Cl)Cl